valeryl chloride C(CCCC)(=O)Cl